NN1C=NC(=C2N3C(N=C12)N(C(N3CC3CC3)=O)CCN3CCN(CC3)C3=CC=C(C=C3)OCCOC)C=3OC=CC3 5-Amino-1-(cyclopropylmethyl)-8-(2-furyl)-3-[2-[4-[4-(2-methoxyethoxy)phenyl]piperazin-1-yl]ethyl]-[1,2,4]triazolo[5,1-f]purin-2-one